N[C@@H]1CN(C[C@H]1O)C=1C=C2CN3[C@@H](C2=CC1)CN(C[C@H]3C)C=3C=1N(C(=CC3)C#N)N=CC1 4-[(4r,10bs)-8-[(3r,4r)-3-amino-4-hydroxy-pyrrolidin-1-yl]-4-methyl-3,4,6,10b-tetrahydro-1H-pyrazino[2,1-a]isoindol-2-yl]pyrazolo[1,5-a]pyridine-7-carbonitrile